(S)-N-(1-(4-methoxyphenyl)ethyl)-2-(7-methyl-4-oxo-benzo[d][1,2,3]triazin-3(4H)-yl)acetamide tert-butyl-(2S)-2-[2-(prop-1-en-2-yl)phenyl]pyrrolidine-1-carboxylate C(C)(C)(C)OC(=O)N1[C@@H](CCC1)C1=C(C=CC=C1)C(=C)C.COC1=CC=C(C=C1)[C@H](C)NC(CN1N=NC2=C(C1=O)C=CC(=C2)C)=O